4-(4-bromophenyl)-4-ethoxypiperidine-1-carboxylic acid tert-butyl ester C(C)(C)(C)OC(=O)N1CCC(CC1)(OCC)C1=CC=C(C=C1)Br